OCCC=CC(=O)OP(O)(O)=O 2-hydroxyethyl-acryl-phosphoric acid